C(C)(C)(C)OC(=O)N[C@@H](C(=O)OC)CC1=C(C=NC=C1)Cl methyl (2R)-2-(tert-butoxycarbonylamino)-3-(3-chloro-4-pyridyl)propanoate